3-bromo-2-(diethoxymethyl)pyridine BrC=1C(=NC=CC1)C(OCC)OCC